FC1(CCN(CC1)C1=CC=C(C=N1)C1=CC(=C(C(=C1)O)N1CC(NS1(=O)=O)=O)F)F 5-(4-(6-(4,4-Difluoropiperidin-1-yl)pyridin-3-yl)-2-fluoro-6-hydroxyphenyl)-1,2,5-thiadiazolidin-3-one-1,1-dioxide